C(C=C)S(=O)(=O)C(C#C)(C)C 1,1-dimethyl-2-propynyl 2-propenyl sulfone